(5S,7S)-7-fluoro-2-((S)-2-fluorobut-2-yl)-5-phenyl-6,7-dihydro-5H-pyrrolo[1,2-b][1,2,4]triazole F[C@H]1C[C@H](N2N=C(N=C21)[C@](C)(CC)F)C2=CC=CC=C2